FC1=C(C=C(C(=C1)C)C1=CC2=C(N=C(N=C2)NC2=NN(C=C2)C)N2C1=NCC2)NC(C2=NC=CC(=C2)C(F)(F)F)=O N-(2-fluoro-4-methyl-5-(2-((1-methyl-1H-pyrazol-3-yl)amino)-8,9-dihydroimidazo[1',2':1,6]pyrido[2,3-d]pyrimidin-6-yl)phenyl)-4-(trifluoromethyl)picolinamide